C1(CC1)C1=C(C(=NO1)C1=C(C=NC=C1Cl)Cl)COC12CCC(CC1)(CC2)CO (4-((5-cyclopropyl-3-(3,5-dichloropyridin-4-yl)isoxazol-4-yl)methoxy)bicyclo[2.2.2]oct-1-yl)methanol